palmitoyl-3-O-eicosanyl-glycerol C(CCCCCCCCCCCCCCC)(=O)C(O)C(O)COCCCCCCCCCCCCCCCCCCCC